N-[3-fluoro-4-[(6-methoxy-1,5-naphthyridin-4-yl)oxy]phenyl]-5-(4-fluoro-2-methylphenyl)-4-hydroxy-2,6-dimethylpyridine-3-carboxamide FC=1C=C(C=CC1OC1=CC=NC2=CC=C(N=C12)OC)NC(=O)C=1C(=NC(=C(C1O)C1=C(C=C(C=C1)F)C)C)C